11-hexacosenoic acid C(CCCCCCCCCC=CCCCCCCCCCCCCCC)(=O)O